1-methyl 4-(4-methylheptan-4-yl) 2-(diethoxyphosphoryl)succinate C(C)OP(=O)(OCC)C(C(=O)OC)CC(=O)OC(CCC)(CCC)C